C1(CCCCC1)NC(CCC(=O)O)=O 4-(cyclohexylamino)-4-oxobutanoic acid